(3-((tert-butyldimethylsilyl)oxy)-1-methyl-1H-pyrazol-5-yl)methanol [Si](C)(C)(C(C)(C)C)OC1=NN(C(=C1)CO)C